C(=O)=N[C@@](CCCCN)(C(=O)O)OCC1=CC=CC=C1 N-carbonyl-benzyloxy-L-lysine